[N+](=O)([O-])C1=C(COC(=O)NC(C(=O)O)CCCC)C=CC=C1 {[(2-nitrobenzyl)oxy]carbonyl-amino}hexanoic acid